7-((2S,5R)-2,5-dimethyl-4-(1-(quinoxalin-6-yl)ethyl)piperazin-1-yl)-2-(2-hydroxyethyl)-4-methyl-2,4-dihydro-5H-pyrazolo[4,3-b]pyridin-5-one C[C@@H]1N(C[C@H](N(C1)C(C)C=1C=C2N=CC=NC2=CC1)C)C=1C=2C(N(C(C1)=O)C)=CN(N2)CCO